2-(3-(3-Cyclopropyl-1,2,4-thiadiazol-5-yl)-7-(4-fluorobenzoyl)-5,6,7,8-tetrahydro-[1,2,4]triazolo[4,3-a]pyrazin-8-yl)acetamide C1(CC1)C1=NSC(=N1)C1=NN=C2N1CCN(C2CC(=O)N)C(C2=CC=C(C=C2)F)=O